C(C1=CC=CC=C1)C1=C(C=C2CCCC2=C1)O 6-benzyl-2,3-dihydro-1H-inden-5-ol